3-(trans-4-methylcyclohexyl)urea C[C@@H]1CC[C@H](CC1)NC(N)=O